sodium lauroyl-alanine C(CCCCCCCCCCC)(=O)N[C@@H](C)C(=O)O.[Na]